P(=O)(OCC(Br)CCOC(C=C)=O)([O-])[O-] acryloyloxyethyl-2-bromoethyl phosphate